3-(2-Boronoethyl)-2-hydroxy-6-{[1-(2-methyl-D-seryl)azetidin-3-yl]oxy}benzoic acid B(O)(O)CCC=1C(=C(C(=O)O)C(=CC1)OC1CN(C1)C([C@](N)(CO)C)=O)O